4-methyl-2-(3-(3-(5-methyl-1,2,4-oxadiazol-3-yl)benzoylamino)propionylamino)thiazole-5-carboxylic acid tert-butyl ester C(C)(C)(C)OC(=O)C1=C(N=C(S1)NC(CCNC(C1=CC(=CC=C1)C1=NOC(=N1)C)=O)=O)C